OC1=C(C=C(OC2=C(C=C(C=C2I)CC(=O)O)I)C=C1)I (4-(4-hydroxy-3-iodophenoxy)-3,5-diiodophenyl)acetic acid